Hexane-6-carbonitrile CCCCCCC#N